7-(methylsulfanyl)pyrazolo[1,5-c]pyrimidin-2-amine CSC1=NC=CC=2N1N=C(C2)N